C(C)C=1C(=NC=CC1)C(=O)OC methyl 3-ethylpicolinate